dipropenyl-dipropyl-silane C(=CC)[Si](CCC)(CCC)C=CC